OCCN1CCC(CC1)C1=CC=C(C(=O)N)C=C1 4-(1-(2-Hydroxyethyl)piperidin-4-yl)benzamide